NC1=C(C=C(OCCCCON2C(C3=CC=CC=C3C2=O)=O)C=C1)[N+](=O)[O-] 2-(4-(4-amino-3-nitrophenoxy)butoxy)isoindoline-1,3-dione